diaminoplatinum (IV) chloride N[Pt](N)(Cl)Cl